COC(C1=CC=C(C=C1)NCCOS(=O)(=O)C)=O 4-((2-((methylsulfonyl)oxy)ethyl)amino)benzoic acid methyl ester